2,4-bis(benzyloxy)-5-isopropyl-N-(quinolin-6-yl)benzamide C(C1=CC=CC=C1)OC1=C(C(=O)NC=2C=C3C=CC=NC3=CC2)C=C(C(=C1)OCC1=CC=CC=C1)C(C)C